CC1(CN(CC1)CCNC(OC(C)(C)C)=O)C Tert-butyl N-[2-(3,3-dimethylpyrrolidin-1-yl)ethyl]carbamate